The molecule is dianion of barbituric acid arising from deprotonation at the N-1 and C-5 positions. It is a conjugate base of a barbituric acid. C1=C(N=C(NC1=O)[O-])[O-]